(4-carbazolyloxy)((1S)-(1-methoxycarbonylethyl)amino)phosphinoyl chloride C1=CC=C(C=2C3=CC=CC=C3NC12)OP(=O)(N[C@@H](C)C(=O)OC)Cl